4,4''-bis{(phenanthren-9-yl)-phenylamino}-1,1':3',1''-terphenyl C1=CC=CC=2C3=CC=CC=C3C(=CC12)N(C1=CC=C(C=C1)C1=CC(=CC=C1)C1=CC=C(C=C1)N(C1=CC=CC=C1)C=1C2=CC=CC=C2C=2C=CC=CC2C1)C1=CC=CC=C1